2-[[[6-(1-cyano-1-methyl-ethyl)-3-ethylsulfonyl-imidazo[1,2-a]pyridin-2-yl]amino]methyl]-5-(trifluoromethyl)pyridine-3-carboxylic acid C(#N)C(C)(C)C=1C=CC=2N(C1)C(=C(N2)NCC2=NC=C(C=C2C(=O)O)C(F)(F)F)S(=O)(=O)CC